1-(tetrahydro-2-furyl)-5-fluoro-2,4(1H,3H)-pyrimidinedione O1C(CCC1)N1C(NC(C(=C1)F)=O)=O